C(CCCCCCCCCCCCCCC(C)C)(=O)[O-].[Mg+2].C[C@H]1[C@H](CN(C1)C1=C2C=CC=NC2=C(C=C1)C)NC(C[C@@H]1CN(CC1)C)=O.C(CCCCCCCCCCCCCCC(C)C)(=O)[O-] N-[(3R,4R)-4-methyl-1-(8-methylquinolin-5-yl)pyrrolidin-3-yl]-2-[(3R)-1-methylpyrrolidin-3-yl]acetamide magnesium isostearate